C(C=C)(=O)OC1C(=O)OCC1C acryloyloxy-β-methyl-γ-butyrolactone